N-(3-fluorophenyl)-2-methylaniline FC=1C=C(C=CC1)NC1=C(C=CC=C1)C